ClC1=C(C=CC(=C1)C1=NC(=NC(=N1)C(Cl)(Cl)Cl)C(Cl)(Cl)Cl)SCCC(=O)O 3-{chloro-4-[2,4-bis(trichloromethyl)-s-triazin-6-yl]phenylthio}propanoic acid